4-(((1S,2R)-2-hydroxycyclopentyl)(methyl)amino)-3-methoxy-N-(5-(5-methyl-1H-pyrazol-1-yl)-1,3,4-thiadiazol-2-yl)-2-oxo-2H-pyran-6-carboxamide O[C@H]1[C@H](CCC1)N(C1=C(C(OC(=C1)C(=O)NC=1SC(=NN1)N1N=CC=C1C)=O)OC)C